CC=1C=C(C=CC1[C@@H](C)NC(=O)C1=NC(=NO1)C1(CC1)C)C1=NC=NC=2NC3=CC(=CC=C3C21)N2CCN(CC2)C(=O)OCC2=CC=CC=C2 benzyl (R)-4-(4-(3-methyl-4-(1-(3-(1-methylcyclopropyl)-1,2,4-oxadiazole-5-carboxamido)ethyl)phenyl)-9H-pyrimido[4,5-b]indol-7-yl)piperazine-1-carboxylate